1,1-dioxo-N-phenylthiane-3-carboxamide O=S1(CC(CCC1)C(=O)NC1=CC=CC=C1)=O